ClC1=C(C#N)C=CC(=C1)N1C(N(C2(CCC2)C1=O)C1=CC=C(C=C1)N1CCC(CC1)CN1CCN(CC1)C=1C=C2C(N(C(C2=CC1)=O)C1C(NC(CC1)=O)=O)=O)=S 2-chloro-4-(5-(4-(4-((4-(2-(2,6-dioxopiperidin-3-yl)-1,3-dioxoisoindolin-5-yl)piperazin-1-yl)methyl)piperidin-1-yl)phenyl)-8-oxo-6-thioxo-5,7-diazaspiro[3.4]octan-7-yl)benzonitrile